C(C)OCCOC(\C(=C\1/C=C(CCC1)NCCCOC)\C#N)=O.N1=CC=CC2=CC=C(C=C12)OCC=O 2-(quinolin-7-oxy)ethan-1-one 2-ethoxyethyl-(2Z)-2-cyano-2-[3-(3-methoxypropylamino)cyclohex-2-en-1-ylidene]acetate